N-octadecenyl-3-(4-methoxybenzyloxy)-pyridin-4-one C(=CCCCCCCCCCCCCCCCC)N1C=C(C(C=C1)=O)OCC1=CC=C(C=C1)OC